methyl 3-bromo-1-(2-((tert-butoxycarbonyl)amino)-2-methylpropyl)-4-(pyridin-4-yl)-1H-pyrrole-2-carboxylate BrC1=C(N(C=C1C1=CC=NC=C1)CC(C)(C)NC(=O)OC(C)(C)C)C(=O)OC